N-(3-methoxyphenyl)-N-methylbut-2-enamide COC=1C=C(C=CC1)N(C(C=CC)=O)C